C(C)C1=NN(C(=C1)C1=CC(=NC(=N1)N(CCCOC1=C(C=CC=C1)C)C)N)C 6-(3-Ethyl-1-methyl-1H-pyrazol-5-yl)-N2-methyl-N2-(3-(o-tolyloxy)propyl)pyrimidine-2,4-diamine